ethyl-2-butylprop-2-enoic acid C(C)C=C(C(=O)O)CCCC